C(CC#C)C1(N=N1)CCO 2-(3-(but-3-ynyl)diazirin-3-yl)ethanol